NC=1C=CC(=C(C(=O)NCC2=CC(=C(C=C2)OC)F)C1)O 5-amino-N-(3-fluoro-4-methoxybenzyl)-2-hydroxybenzoamide